2-Isopropyl-7,9-difluoro-5H-pyrimido[5,4-b]indol-4-ol C(C)(C)C=1N=C(C=2NC=3C=C(C=C(C3C2N1)F)F)O